FC1=C(OC2=C(C=C(C=C2)CS(=O)(=O)C)C=2C=C(C(N(C2)C)=O)OC)C=CC(=C1)F 5-[2-(2,4-difluorophenoxy)-5-(methylsulfonylmethyl)phenyl]-3-methoxy-1-methylpyridin-2-one